ClC1=CC=C(C=C1)NC(NN)=S 4-p-chlorophenylthiosemicarbazide